ClC1=C(C(=O)NC[C@H](CC2=C(C=C(C(=O)NC)C=C2C)C)N(C)C)C=CC=C1 (S)-4-(3-(2-chlorobenzamido)-2-(dimethylamino)propyl)-N,3,5-trimethylbenzamide